NCCCN1N=C2C=CC=C(C2=C1)C=1C=C(O[C@H]2C[C@H](N(C2)C(=O)C=2C=NN(C2)C2=C(C=C(C=C2)F)Cl)C(=O)OC)C=CC1 methyl (2S,4S)-4-[3-[2-(3-aminopropyl)indazol-4-yl]phenoxy]-1-[1-(2-chloro-4-fluoro-phenyl)pyrazole-4-carbonyl]pyrrolidine-2-carboxylate